N-((S)-(7-((R*)-1-(2-(3,3-Difluorocyclobutyl)acetamido)-2-hydroxy-2-methylpropyl)imidazo[1,2-b]pyridazin-2-yl)(4,4-difluorocyclohexyl)methyl)-1-isopropyl-1H-pyrazole-5-carboxamide FC1(CC(C1)CC(=O)N[C@@H](C(C)(C)O)C1=CC=2N(N=C1)C=C(N2)[C@@H](NC(=O)C2=CC=NN2C(C)C)C2CCC(CC2)(F)F)F |o1:9|